4-cyano-N-((2S)-5-((1R,2S)-2-(4-fluorophenyl)cyclopropylamino)-1-oxo-1-(2-oxa-6-azaspiro[3.3]heptan-6-yl)pentan-2-yl)benzamide C(#N)C1=CC=C(C(=O)N[C@H](C(N2CC3(COC3)C2)=O)CCCN[C@H]2[C@@H](C2)C2=CC=C(C=C2)F)C=C1